Tetrachlorosilane Cl[Si](Cl)(Cl)Cl